chloro-2-(2-isopropylpyridin-3-yl)-5-nitropyrimidine ClC1=NC(=NC=C1[N+](=O)[O-])C=1C(=NC=CC1)C(C)C